[N+](=O)([O-])C1=CC=C2CN[C@@H](C2=C1)C(=O)O (S)-6-nitroisoindoline-1-carboxylic acid